2-(n-propyl)amino-4-methylamino-7-methyl-pyrrolo[2,3-d]pyrimidine C(CC)NC=1N=C(C2=C(N1)N(C=C2)C)NC